O1C=NC=C1.[Na] sodium oxazol